(E)-N-(2-(4-(4-(2-amino-4-(difluoromethyl)pyrimidin-5-yl)-6-morpholino-1,3,5-triazin-2-yl)piperazin-1-yl)-2-oxoethyl)-1-(4-(dimethylamino)but-2-enoyl)-N-methylpiperidine-4-carboxamide NC1=NC=C(C(=N1)C(F)F)C1=NC(=NC(=N1)N1CCOCC1)N1CCN(CC1)C(CN(C(=O)C1CCN(CC1)C(\C=C\CN(C)C)=O)C)=O